COC1=CC=C(C=C1)[C@@H](C)NC(=O)C1=NNC=N1 (R)-N-(1-(4-methoxyphenyl)ethyl)-1H-1,2,4-triazole-3-carboxamide